5-ethyl-6-fluoro-4-(8-fluoro-2-(((2R,7aS)-2-fluorotetrahydro-1H-pyrrolizin-7a(5H)-yl)methoxy)-4-(piperazin-1-yl)pyrido[4,3-d]pyrimidin-7-yl)naphthalen-2-ol C(C)C1=C2C(=CC(=CC2=CC=C1F)O)C1=C(C=2N=C(N=C(C2C=N1)N1CCNCC1)OC[C@]12CCCN2C[C@@H](C1)F)F